C(C)N1C=C(C(C2=CC=C3C(=C12)CC(C3)CNCCC3CN(C(O3)=O)C3=NC1=C(OCC(N1)=O)N=C3)=O)C(=O)OCC ethyl 1-ethyl-4-oxo-8-[[2-[2-oxo-3-(3-oxo-4H-pyrazino[2,3-b][1,4]oxazin-6-yl)-1,3-oxazolidin-5-yl]ethylamino]methyl]-8,9-dihydro-7H-cyclopenta[h]quinoline-3-carboxylate